(6-(3-(2-(cyclopropanecarboxamido)imidazo[1,2-a]pyridin-5-yl)-4-hydroxyphenyl)pyridin-2-yl)phosphonic acid C1(CC1)C(=O)NC=1N=C2N(C(=CC=C2)C=2C=C(C=CC2O)C2=CC=CC(=N2)P(O)(O)=O)C1